(1S,3S)-3-((6-(5-(((bicyclo[1.1.1]pentan-1-yl(methyl)carbamoyl)oxy)methyl)-1-methyl-1H-1,2,3-triazol-4-yl)-2-cyclopropylpyridin-3-yl)oxy)cyclohexane-1-carboxylic acid C12(CC(C1)C2)N(C(=O)OCC2=C(N=NN2C)C2=CC=C(C(=N2)C2CC2)O[C@@H]2C[C@H](CCC2)C(=O)O)C